OC1=NNC=C1 hydroxyl-pyrazole